1-(4-aminopiperidin-1-yl)ethanone NC1CCN(CC1)C(C)=O